C(C1=CC=CC=C1)OC(=O)N1[C@H](C[C@H](C1)OC)C(NC1=C(C=CC(=C1)C(CCC1CC1)(C1=CC=CC=C1)N[S@](=O)C(C)(C)C)F)=O (2R,4R)-2-(5-(3-cyclopropyl-1-((R)-1,1-dimethylethylsulfinamido)-1-phenylpropyl)-2-fluorophenylcarbamoyl)-4-methoxypyrrolidine-1-carboxylic acid benzyl ester